2-Benzamidobenzenesulfonic acid C(C1=CC=CC=C1)(=O)NC1=C(C=CC=C1)S(=O)(=O)O